tert-butyl (2S)-2-[(4-cyclopropylphenyl)carbamoyl]azepane-1-carboxylate C1(CC1)C1=CC=C(C=C1)NC(=O)[C@H]1N(CCCCC1)C(=O)OC(C)(C)C